1,2-Dimethoxyethane neodymium [Nd].COCCOC